O[C@H]1[C@@](C2CCC([C@H]([C@@]2(CC1)C)CCOC=1C=C2C(C=C(OC2=CC1)C1=CC=CC=C1)=O)=C)(C)CO 6-(2-((1R,5R,6R,8aS)-6-hydroxy-5-(hydroxymethyl)-5,8a-dimethyl-2-methylenedecahydronaphthalen-1-yl)ethoxy)-2-phenyl-4H-chromen-4-one